Methyl 3-(N-(3-chloro-1H-indol-7-yl)sulfamoyl)benzoate ClC1=CNC2=C(C=CC=C12)NS(=O)(=O)C=1C=C(C(=O)OC)C=CC1